C(C)NCCC#N 3-(ethylamino)propanenitrile